3-(6-bromo-4-cyclopropyl-1-oxoisoindolin-2-yl)piperidine-2,6-dione BrC1=CC(=C2CN(C(C2=C1)=O)C1C(NC(CC1)=O)=O)C1CC1